ClC1=C(C=CC(=C1)OC1=CC=CC=C1)C(=O)C1=CNC2=NC=CC(=C21)N[C@@H]2CNCC2 (S)-(2-Chloro-4-phenoxyphenyl)(4-(pyrrolidin-3-ylamino)-1H-pyrrolo[2,3-b]pyridin-3-yl) ketone